N-methyl-3-(4-piperidyl)isoxazol-5-amine CNC1=CC(=NO1)C1CCNCC1